tert-butyl 7-(4-((S)-2,3,6,9-tetramethyl-6H-thieno[3,2-f][1,2,4]triazolo[4,3-a][1,4]diazepin-4-yl) phenyl)-2,7-diazaspiro[4.5]decane-2-carboxylate CC1=C(C=2C(=N[C@H](C=3N(C2S1)C(=NN3)C)C)C3=CC=C(C=C3)N3CC1(CCN(C1)C(=O)OC(C)(C)C)CCC3)C